N-(benzo[d][1,3]dioxol-5-yl)-3-(N-(4-methoxyphenyl)-N-methylsulfamoyl)benzamide O1COC2=C1C=CC(=C2)NC(C2=CC(=CC=C2)S(N(C)C2=CC=C(C=C2)OC)(=O)=O)=O